N1=C(N=CC=C1)SC1CC(C1)C=O (1S,3R)-3-(PYRIMIDIN-2-YLTHIO)CYCLOBUTANECARBALDEHYDE